O1C2=C(OCC1)C(=CC=C2)C2=CC(OC1=CC(=CC=C21)OCCC)=O 4-(2,3-dihydrobenzo[b][1,4]dioxin-5-yl)-7-propoxy-2H-chromen-2-one